C(CC=C)N(C(=O)C1=CC2=CC=CC=C2C=C1)C#N N-(but-3-en-1-yl)-N-cyano-2-naphthaleneformamide